ClC1=C(C(=O)O)C=CC(=C1)OC1=CC=CC=2C=C(OC21)F 2-chloro-4-((2-fluorobenzofuran-7-yl)oxy)benzoic acid